8-(methylsulfonyl)-3-(2-(4-phenylpiperidin-1-yl)ethyl)-2,8-diazaspiro[4.5]decan-1-one CS(=O)(=O)N1CCC2(CC(NC2=O)CCN2CCC(CC2)C2=CC=CC=C2)CC1